C(C)(C)(C)C=1C=C(C=C(C1)Cl)C=1C=C2C(=CN1)OC(=C2)B(O)O (5-(3-(tert-butyl)-5-chlorophenyl)furo[2,3-c]pyridin-2-yl)boronic acid